FC([C@](CO)(C)O)(F)C=1C(=C(C=CC1)C(C)=O)F |r| (R/S)-1-(3-(1,1-difluoro-2,3-dihydroxy-2-methylpropyl)-2-fluorophenyl)ethan-1-one